C(C)(C)NC1=NC(=NC(=N1)NCCCOC)SC N2-isopropyl-N4-(3-methoxypropyl)-6-methylthio-1,3,5-triazine-2,4-diamine